ClC1=CC=C(C=C1)[C@H]1[C@@H](CCC1)O |r| (±)-trans-2-(4-chlorophenyl)cyclopentanol